[N+](=O)([O-])C=CC=C nitryl-butadiene